methyl 6-bromo-2-[4-[(2,2,2-trifluoroacetyl)oxymethyl]-1-piperidyl]-1,3-benzothiazole-5-carboxylate BrC1=CC2=C(N=C(S2)N2CCC(CC2)COC(C(F)(F)F)=O)C=C1C(=O)OC